6-((2,3-dihydrobenzofuran-5-yl)sulfonyl)-2-((5-methyl-1H-pyrazol-3-yl)methyl)phthalazin-1(2H)-one O1CCC2=C1C=CC(=C2)S(=O)(=O)C=2C=C1C=NN(C(C1=CC2)=O)CC2=NNC(=C2)C